(S)-9-(2-chloro-4-(2-Fluoro-6-methoxyphenoxy)benzoyl)-2-(methoxymethyl)-2-methyl-1,2,4,7-tetrahydro-3H-pyrrolo[3',2':5,6]pyrido[3,4-b]pyrazin-3-one ClC1=C(C(=O)C2=CNC3=C2C2=C(NC([C@](N2)(C)COC)=O)C=N3)C=CC(=C1)OC1=C(C=CC=C1OC)F